1-isopropyl-3-methyl-N-[(2-methyltetrazol-5-yl)methyl]-5-(2-propoxy-3-pyridyl)pyrazolo[4,3-b]pyridin-7-amine C(C)(C)N1N=C(C2=NC(=CC(=C21)NCC=2N=NN(N2)C)C=2C(=NC=CC2)OCCC)C